C(C(=C)C)(=O)OCC(COC(C(=C)C)=O)(COC(C(=C)C)=O)CO pentaerythritol trimethacrylate